4-phenylene bis(3-hydroxybenzoate) OC=1C=C(C(=O)OC2=C(C=CC=C2)OC(C2=CC(=CC=C2)O)=O)C=CC1